C(#N)C=1C=NN2C1C(=CC(=C2)C=2C=NN(C2C)C2CN(C2)[C@@H]2CN(CC2)C(=O)OC(C)(C)C)OC tert-Butyl (3S)-3-[3-[4-(3-cyano-4-methoxy-pyrazolo[1,5-a]pyridin-6-yl)-5-methyl-pyrazol-1-yl]azetidin-1-yl]pyrrolidine-1-carboxylate